COC(=O)N[C@H](C(=O)OC)CC1=CC=NC=C1 (S)-methyl 2-((methoxycarbonyl)amino)-3-(pyridin-4-yl)propanoate